1-[3-[1-[(4-methoxyphenyl)methylamino]ethyl]phenyl]pyrrolidin-2-one COC1=CC=C(C=C1)CNC(C)C=1C=C(C=CC1)N1C(CCC1)=O